(2S)-2-(phenylmethoxycarbonylamino)glutaric acid C1(=CC=CC=C1)COC(=O)N[C@H](C(=O)O)CCC(=O)O